C1(=CC=CC=C1)C1CCC(CC1)N1CC[C@H]2N(CC[C@H]21)C(CNC(C2=CC(=CC=C2)C(F)(F)F)=O)=O N-{2-[(3aR,6aR)-4-(4-phenylcyclohexyl)-octahydropyrrolo[3,2-b]pyrrol-1-yl]-2-oxoethyl}-3-(trifluoromethyl)benzamide